diethylsilyl-bis(trimethylcyclopentadienyl)zirconium dichloride [Cl-].[Cl-].C(C)[SiH](CC)[Zr+2](C1(C(=C(C=C1)C)C)C)C1(C(=C(C=C1)C)C)C